C1(CC1)C1=CC=C(C=C1)[Mg]Br 4-cyclopropylphenylmagnesium bromide